2-methyl-2-(1H-pyrrolo[2,3-b]pyridine-5-carboxamido)propyl 2-(trifluoromethyl)benzoate FC(C1=C(C(=O)OCC(C)(NC(=O)C=2C=C3C(=NC2)NC=C3)C)C=CC=C1)(F)F